CC1=NN(C(=C1C=1C=C(C=2N(C1)N=CC2C#N)O[C@H](C)C2=NC=CC=C2F)C)[C@@H]2CNCCC2 6-(3,5-dimethyl-1-((S)-piperidin-3-yl)-1H-pyrazol-4-yl)-4-((R)-1-(3-fluoropyridin-2-yl)ethoxy)pyrazolo[1,5-a]pyridine-3-carbonitrile